C(C=C)(=O)OCC1=C(C(=CC(=C1)[N+](=O)[O-])\C=C\C1=[N+](C2C[C@@H]3C[C@@H](CC1C3)C2)C)[O-] 2-((acryloyloxy)methyl)-6-((E)-2-((1R,3r,8S)-4-methyl-4-azatricyclo[4.3.1.13,8]undec-4-en-4-ium-5-yl)vinyl)-4-nitrophenolate